1-({3,4-difluoro-2-[(2-fluoro-4-iodophenyl)amino]phenyl}carbonyl)-3-{[(2,2,3,3,3-pentafluoropropyl)amino]methyl}azetidin-3-ol FC=1C(=C(C=CC1F)C(=O)N1CC(C1)(O)CNCC(C(F)(F)F)(F)F)NC1=C(C=C(C=C1)I)F